3-[2-(4-chloro-3-fluorophenoxy)acetamido]-N-{[3-(trifluoromethoxy)phenyl]methyl}bicyclo[1.1.1]pentane-1-carboxamide ClC1=C(C=C(OCC(=O)NC23CC(C2)(C3)C(=O)NCC3=CC(=CC=C3)OC(F)(F)F)C=C1)F